3-((N-((1-methyl-1H-indol-5-yl)methyl)benzo[b]thiophene-3-sulfonylamino)ethynyl)-2-(1H-pyrrol-1-yl)benzoic acid methyl ester COC(C1=C(C(=CC=C1)C#CN(CC=1C=C2C=CN(C2=CC1)C)S(=O)(=O)C=1C2=C(SC1)C=CC=C2)N2C=CC=C2)=O